C(C=C)(=O)N1C[C@H](C[C@@H]1COC)N1N=C(C(=C1NC)C(=O)N)C#CC1=CC2=C(N(C(=N2)C)CC)C=C1C#N 1-((3S,5R)-1-acryloyl-5-(methoxymethyl)pyrrolidin-3-yl)-3-((6-cyano-1-ethyl-2-methyl-1H-benzo[d]imidazol-5-yl)ethynyl)-5-(methylamino)-1H-pyrazole-4-carboxamide